ClC(C(=O)O)C1=CC(=C(C=C1)C1CCCCC1)Cl α,3-dichloro-4-cyclohexylbenzeneacetic acid